CC=1C(=C2C=NNC2=CC1)C=1C=C2CC3(C(NC2=CC1)=O)CN(CC3)C#N 6'-(5-methyl-1H-indazol-4-yl)-2'-oxo-1',4'-dihydro-2'H-spiro[pyrrolidine-3,3'-quinoline]-1-carbonitrile